Cl.BrC=1C(=NC(=NC1)NC1=C(C=C(C(=C1)C=1C=NN(C1)C)N1CCNCC1)OC(C)C)NC=1C(=C2N=CC=NC2=CC1)P(C)(C)=O (6-((5-bromo-2-((2-isopropoxy-5-(1-methyl-1H-pyrazol-4-yl)-4-(piperazin-1-yl)phenyl)amino)pyrimidin-4-yl)amino)quinoxaline-5-yl)dimethylphosphine oxide hydrochloride